C1(=CC=CC=C1)C(O)(C1=NC=CC=C1)C1=CC=CC=C1 alpha,alpha-Diphenyl-2-pyridinmethanol